N-(1-(4-(2-(2-aminopyridin-3-yl)-3H-imidazo[4,5-b]pyridin-3-yl)benzyl)piperidin-4-yl)-6-cyanopicolinamide NC1=NC=CC=C1C1=NC=2C(=NC=CC2)N1C1=CC=C(CN2CCC(CC2)NC(C2=NC(=CC=C2)C#N)=O)C=C1